O1CCN(CC1)C1=CC=C(C=N1)C=O 6-morpholinopyridin-3-yl-methanone